C(C)(C)(C)C1=C(O)C(=C(C(=C1C(C)(C)C)O)C(C)(C)C)C(C)(C)C 2,3,5,6-tetra-tert-butylhydroquinone